OC=1N=[N+](C2=C(N1)C=CC(=C2)Br)[O-] 3-Hydroxy-7-bromobenzo[e][1,2,4]triazine-1-oxide